CC1=CC=CC(=N1)C1=NC(=CC=C1)C 6,6'-dimethyl-2,2'-bipyridyl